(((3R,4R)-4-methoxy-1-Methylpyrrolidin-3-yl)oxy)-4-((R)-3-methylpiperazin-1-yl)quinoline-3-carbonitrile CO[C@H]1[C@@H](CN(C1)C)OC1=NC2=CC=CC=C2C(=C1C#N)N1C[C@H](NCC1)C